COC1=C(C=CC(=C1)OC)CNC1=NC=CC(=C1F)OC1=CC=CC=C1 N-[(2,4-dimethoxyphenyl)methyl]-3-fluoro-4-phenoxy-pyridin-2-amine